FC=1C(=C(C=CC1OC(F)(F)F)C1(CC1)C(=O)NC1CN(CCC(C1)C)C1=NN=NN1)OC 1-(3-fluoro-2-methoxy-4-(trifluoromethoxy)phenyl)-N-(5-methyl-1-(1H-tetrazol-5-yl)azepan-3-yl)cyclopropane-1-carboxamide